N-(3-(6-(4-(3-(1-(dimethylamino)propan-2-yl)ureido)phenyl)-1H-benzo[d]imidazol-1-yl)phenyl)methanesulfonamide CN(CC(C)NC(NC1=CC=C(C=C1)C=1C=CC2=C(N(C=N2)C=2C=C(C=CC2)NS(=O)(=O)C)C1)=O)C